CC1=CC=C(C=C1)S(=O)(=O)OC(=CC(=O)OCC)C ethyl 3-(p-toluenesulfonyloxy)-2-butenoate